(R)-1-(2-((2-((6-amino-1-methoxy-1-oxohexan-2-yl)carbamoyl)-4-methylthiophen-3-yl)amino)-2-oxoethyl)-1-(2-(benzylamino)-2-oxoethyl)azepan-1-ium NCCCC[C@H](C(=O)OC)NC(=O)C=1SC=C(C1NC(C[N+]1(CCCCCC1)CC(=O)NCC1=CC=CC=C1)=O)C